C(C1=CC=CC=C1)OC1=C2C[C@H](N(CC2=CC=C1OC)C=1OC2=C(N1)C=CC(=C2)F)C(=O)O (S)-5-(benzyloxy)-2-(6-fluorobenzo[d]oxazol-2-yl)-6-methoxy-1,2,3,4-tetrahydroisoquinoline-3-carboxylic acid